ClC=1C=C2C(=C(C=3N(C2=CC1)C=NN3)C#N)N3CCC(CC3)C=3OC1=C(N3)C=C(C=C1)C 7-chloro-5-(4-(5-methylbenzo[d]oxazol-2-yl)piperidin-1-yl)-[1,2,4]triazolo[4,3-a]quinoline-4-carbonitrile